6-(trifluoromethyl)quinoxalin-2-amine FC(C=1C=C2N=CC(=NC2=CC1)N)(F)F